C(#N)C=1C=C(C=NC1N1N=CC=N1)NC(=O)C=1C=NN(C1C(F)(F)F)C1=NC(=C(C=C1)F)C N-(5-cyano-6-(2H-1,2,3-triazol-2-yl)pyridin-3-yl)-1-(5-fluoro-6-methylpyridin-2-yl)5-(trifluoromethyl)-1H-pyrazole-4-carboxamide